1-(6-fluoro-4-(4-fluorophenyl)-3,4-dihydroquinoxalin-1(2H)-yl)-3-(1H-imidazol-1-yl)propan-1-one ethyl-6-(2-chloro-5-fluoropyrimidin-4-yl)-7-fluoro-4-isopropylquinoline-3-carboxylate C(C)OC(=O)C=1C=NC2=CC(=C(C=C2C1C(C)C)C1=NC(=NC=C1F)Cl)F.FC=1C=C2N(CCN(C2=CC1)C(CCN1C=NC=C1)=O)C1=CC=C(C=C1)F